N[C@H](C(=O)O)CCSC L-2-Amino-4-(methylthio)butanoic acid